C[Si](C=1C=C(C=CC1)C1C(=O)OC(C1)=O)(OCC)OCC m-(methyldiethoxysilyl)phenyl-succinic anhydride